NC1OCCC1O aminotetrahydrofuran-3-ol